3-phenyl-4-(1H-pyrazol-4-yl)-1H-pyrazolo[3,4-b]pyridine C1(=CC=CC=C1)C1=NNC2=NC=CC(=C21)C=2C=NNC2